2-(2,3-dichlorophenyl)-2-methyl-4-hydroxy-5-amino-3(2H)-furanone ClC1=C(C=CC=C1Cl)C1(OC(=C(C1=O)O)N)C